CC1(CCC=2C(=NNC2C1)C1=NC=2C(=NC=C(C2)N(C(C(C)C)=O)C)N1)C N-(2-(6,6-Dimethyl-4,5,6,7-tetrahydro-1H-indazol-3-yl)-3H-imidazo[4,5-b]pyridin-6-yl)-N-methylisobutyramide